(2S,5R)-5-(2-chlorophenyl)-1-(4-(2,6-dimethoxypyridin-3-yl)-3-fluorobenzoyl)pyrrolidine-2-carboxylic acid ClC1=C(C=CC=C1)[C@H]1CC[C@H](N1C(C1=CC(=C(C=C1)C=1C(=NC(=CC1)OC)OC)F)=O)C(=O)O